Cl.C(C)(=O)[C@]1(C[C@@H](C=2C(=C3C(C=4C=CC=CC4C(C3=C(C2C1)O)=O)=O)O)O[C@@H]1O[C@H]([C@H]([C@H](C1)N)O)C)O (7S,9S)-9-acetyl-7-(((2R,4S,5S,6S)-4-amino-5-hydroxy-6-methyl-tetrahydro-2H-pyran-2-yl)oxy)-6,9,11-trihydroxy-7,8,9,10-tetrahydro-tetracene-5,12-dione hydrochloride